O1C(COCC1)COC1=C(SC2=C1CCN1C(N=CC=C12)=O)C#CC=1C=NN(C1)C ((1,4-Dioxan-2-yl)methoxy)-2-((1-methyl-1H-pyrazol-4-yl)ethynyl)-4,5-dihydro-7H-Thieno[2',3':3,4]pyrido[1,2-c]pyrimidin-7-one